C1NC[C@H]2[C@@H]1CN(C2)C(=O)OC(C)(C)C tert-butyl (3aR,6aS)-2,3,3a,4,6,6a-hexahydro-1H-pyrrolo[3,4-c]pyrrole-5-carboxylate